(2S,5R)-7-oxo-2-(N-(pyridin-3-ylsulfonyl)carbamimidoyl)-1,6-diazabicyclo[3.2.1]oct-6-yl-sodium sulfate S(=O)(=O)(O)O.O=C1N([C@@H]2CC[C@H](N1C2)C(NS(=O)(=O)C=2C=NC=CC2)=N)[Na]